6-cyclopropylbenzo[d]oxazole-2-thiol C1(CC1)C1=CC2=C(N=C(O2)S)C=C1